FC(F)(F)C=1C=CC=2C(CC3N(C2N1)CCNC3)=O (trifluoromethyl)-6,6a,7,8,9,10-hexahydro-5H-pyrazino[1,2-a][1,8]naphthyridin-5-one